C(C)(C)(C)C1=C(C=CC(=C1)C(C)(C)C)O 2,4-di(tert-butyl)phenol